2-(tetrahydro-2H-pyran-4-yl)-6,7-dihydrooxazolo[5,4-D]pyrrolo[1,2-a]pyrimidine-9(5H)-one O1CCC(CC1)C=1OC=2N=C3N(C(C2N1)=O)CCC3